(3S,4S)-8-(5-((2-chloro-3-(1-isopropyl-1H-pyrazole-3-yl)phenyl)mercapto)pyrimidine-2-yl)-3-methyl-2-oxa-8-azaspiro[4.5]decane-4-amine ClC1=C(C=CC=C1C1=NN(C=C1)C(C)C)SC=1C=NC(=NC1)N1CCC2([C@@H]([C@@H](OC2)C)N)CC1